OC1(CC(C1)NC=1N=NC(=C2C1C=NC=C2)C2=C(C=C(C=C2)C(F)(F)F)O)C 2-(4-(((1r,3r)-3-hydroxy-3-methylcyclobutyl)amino)pyrido[3,4-d]pyridazin-1-yl)-5-(trifluoromethyl)phenol